OC(CN(CC(C)O)S(=O)(=O)O)C N,N-bis(2-hydroxypropyl)aminosulfonic acid